Cl.N1C(CC(CC1([2H])[2H])C(CCC)=O)([2H])[2H] 1-(piperidin-4-yl-2,2,6,6-d4)butane-1-one hydrochloride